Cl.NOCCCC(=O)O 4-(aminooxy)butanoic acid hydrochloride